[Ru].C(C)C1=CC=CC1.C(C)C1=CC=CC1 bis(ethylcyclopentadiene) ruthenium